CP(=O)(C)C1=C(C=CC=C1)NC1=NC(=NC=C1C)NC1=CC(=C(C=C1)N1CC2(C1)CC(C2)NC(OC(C)(C)C)=O)C tert-butyl (2-(4-((4-((2-(dimethylphosphoryl)phenyl)amino)-5-methylpyrimidin-2-yl)amino)-2-methylphenyl)-2-azaspiro[3.3]heptan-6-yl)carbamate